C(C)(C)(C)C1=NN(C=C1C(=O)[O-])C1=NC(=CC(=N1)C#N)N1CCCC1 tert-butyl-[4-cyano-6-(pyrrolidin-1-yl) pyrimidin-2-yl]-1H-pyrazole-4-carboxylate